manganese ammonium phosphate tungsten [W+4].P(=O)([O-])([O-])[O-].[NH4+].[Mn+2]